COC1=C(C(=CC=C1)OC)C=CC(C=CC1=C(C=CC=C1OC)OC)=O 1,5-Bis(2,6-dimethoxyphenyl)-1,4-pentadien-3-one